FC(C1=CC=C(C=C1)N1N=NC(=C1COC=1N=NC=CC1)C)F ((1-(4-(difluoromethyl)phenyl)-4-methyl-1H-1,2,3-triazol-5-yl)Methoxy)pyridazine